C[C@H]1CCOCCOC2=NC=CC(C3=NN(C=4C=CC(N1)=CC34)C3OCCCC3)=N2 (13S)-13-methyl-19-(oxan-2-yl)-7,10-dioxa-5,14,19,20,23-pentaazatetracyclo[13.5.2.12,6.018,21]tricosa-1(20),2(23),3,5,15(22),16,18(21)-heptaene